C(C1=CC=CC=C1)OC1=C(C(=CC=C1)F)Br 1-(benzyloxy)-2-bromo-3-fluorobenzene